1-(4-Fluorobenzyl)-5-(1-hydroxyvinyl)-1H-pyrrole-2-carbaldehyde FC1=CC=C(CN2C(=CC=C2C(=C)O)C=O)C=C1